phenyl-(phenylmethyl) ether C1(=CC=CC=C1)OCC1=CC=CC=C1